dibenzyl-(vinyl)phosphine oxide C(C1=CC=CC=C1)P(C=C)(CC1=CC=CC=C1)=O